Cl[Ti](OCCCC)(Cl)Cl trichloromonobutoxytitanium